ClC1=CC=C(CC2N=C3SC=C(N3C2)CSC=2NC3=CC=CC=C3CN2)C=C1 6-(4-chlorobenzyl)-3-(((1,4-dihydroquinazolin-2-yl)thio)methyl)-5,6-dihydroimidazo[2,1-b]thiazole